C(#N)C1=C(C=C(OC2C(C(C2(C)C)NC(C2=CC=C(C=C2)N2CC3(C2)CCNCC3)=O)(C)C)C=C1)OC N-[3-(4-cyano-3-methoxy-phenoxy)-2,2,4,4-tetramethyl-cyclobutyl]-4-(2,7-diazaspiro[3.5]nonan-2-yl)benzamide